OC=1C(=NC=CC1)CNC(=O)C=1C=2C[C@@H]3[C@H](C2N(N1)C1=C(C=C(C=C1)F)F)C3 (1aR,5aR)-2-(2,4-Difluoro-phenyl)-1a,2,5,5a-tetrahydro-1H-2,3-diaza-cyclopropa[a]pentalene-4-carboxylic acid (3-hydroxy-pyridin-2-ylmethyl)-amide